C(C1=CC=CC=C1)NC1=NC=CC(=C1)C1=C(N=C(S1)CCCC)C1=CC(=CC=C1)C N-benzyl-N-[4-[2-butyl-4-(3-methylphenyl)-1,3-thiazol-5-yl]-2-pyridinyl]amine